C(C)(C)(C)OC(=O)N1[C@@H](CC(C[C@@H]1C)OCCC[C@@H]1CC[C@H](CC1)N(CC1=CC=CC=C1)CC1=CC=CC=C1)C (2r,4r,6s)-4-(3-((trans)-4-(dibenzylamino)cyclohexyl)propoxy)-2,6-dimethylpiperidine-1-carboxylic acid tert-butyl ester